OC(C\C=C/CCCCCCCC(=O)O)CCCCCC 12-hydroxy-(cis)-9-octadecenoic acid